ethyl 2-(4-fluoro-3-((2-nitrobenzyl)amino)-phenoxy)acetate FC1=C(C=C(OCC(=O)OCC)C=C1)NCC1=C(C=CC=C1)[N+](=O)[O-]